N1(CCCCC1)CCO 2-(piperidin-1-yl)ethane-1-ol